C1(CC1)C=C1CC=C(C=C1)I 1-(cyclopropylmethylene)-4-iodobenzene